FC=1C=C(CNC(C2=C(N=CC=C2)OC)=O)C=CC1 N-(3-fluorobenzyl)-2-methoxynicotinamide